(2R,3R,4S,5R)-2-(4-aminopyrrolo[2,1-f][1,2,4]triazin-7-yl)-5-(hydroxymethyl)tetrahydro-furan-3,4-diol NC1=NC=NN2C1=CC=C2[C@H]2O[C@@H]([C@H]([C@H]2O)O)CO